N=1C=C2C3(N=CC(=CC31)C2)C(=O)N 3,6-methanopyrrolo[3,2-b]pyridine-3a-carboxamide